ClC1=C(C=CC(=C1)Cl)C=1CCCC2=C(C1C1=C(C(=C(C=C1)C=C1CN(C1)CCCF)F)C)C=CC=C2 8-(2,4-Dichlorophenyl)-9-(3-fluoro-4-((1-(3-fluoropropyl)azetidin-3-yliden)methyl)-2-methylphenyl)-6,7-dihydro-5H-benzo[7]annulen